CC=1C=NN(C1)C1=NC(=NC=C1)N1CCC(CC1)C(=O)O 1-[4-(4-methylpyrazol-1-yl)pyrimidin-2-yl]piperidine-4-carboxylic acid